(R)-1-(docosyloxy)-3-((2-oxido-1,3,2-dioxaphospholan-2-yl)oxy)propan-2-yl dimethylcarbamate CN(C(O[C@H](COCCCCCCCCCCCCCCCCCCCCCC)COP1(OCCO1)=O)=O)C